(R)-2-bromo-2-chlorobutane Br[C@](C)(CC)Cl